C[C@H]1CN(C[C@H](N1)C)C1=NC(N2C3=C(C(=C(C=C13)C(F)(F)F)C1=CC=C(C=C1)F)SC[C@H](C2)C2=C(C=NC=C2)F)=O (S)-8-((3S,5R)-3,5-dimethylpiperazin-1-yl)-11-(4-fluorophenyl)-3-(3-fluoropyridin-4-yl)-10-(trifluoromethyl)-3,4-dihydro-2H,6H-[1,4]thiazepino[2,3,4-ij]quinazolin-6-one